tert-butyl ((2-(((1S*,3S*)-3-(2-hydroxyethyl)cyclopentyl)oxy)-4-methylphenyl)sulfonyl)-L-prolinate OCC[C@H]1C[C@H](CC1)OC1=C(C=CC(=C1)C)S(=O)(=O)N1[C@@H](CCC1)C(=O)OC(C)(C)C |o1:3,5|